C(C)N1N=C(C=C1C1=CN(C2=NC=CC(=C21)OC2=C(C=C(C=C2F)NC(=O)NCC2(COC2)F)F)COCC[Si](C)(C)C)C N-(4-{[3-(1-ethyl-3-methyl-1H-pyrazol-5-yl)-1-{[2-(trimethylsilyl)ethoxy]methyl}-1H-pyrrolo[2,3-b]pyridin-4-yl]oxy}-3,5-difluorophenyl)-N'-[(3-fluorooxetan-3-yl)methyl]urea